ClC=1C=C(NC2(CCC3(C(CC4=CC=CC=C34)C[C@H](COC3=C4C(=NC=C3)C(CC4)F)C)CC2)C(=O)O)C=CC1 4-(3-Chloroanilino)-2'-{(2R)-3-[(7-fluoro-6,7-dihydro-5H-cyclopenta[b]pyridin-4-yl)oxy]-2-methylpropyl}-2',3'-dihydrospiro[cyclohexane-1,1'-indene]-4-carboxylic acid